2,2'-(ethylenebisoxy)bisethanol bis(2-ethylhexanoate) C(C)C(C(=O)O)CCCC.C(C)C(C(=O)O)CCCC.C(COCCO)OCCO